tert-butyl (4-(3-cyano-4,5-dimethylphenoxy)butyl)carbamate C(#N)C=1C=C(OCCCCNC(OC(C)(C)C)=O)C=C(C1C)C